dimethylethoxymethan CC(OCC)C